4-(hydroxymethyl)-3-(1H-benzimidazol-5-yl)benzamide OCC1=C(C=C(C(=O)N)C=C1)C1=CC2=C(NC=N2)C=C1